4-(6-(6-(Difluoromethyl)imidazo[1,2-b]pyridazin-3-yl)pyrimidin-4-yl)-1,4-oxazepane-6-carboxamide FC(C=1C=CC=2N(N1)C(=CN2)C2=CC(=NC=N2)N2CCOCC(C2)C(=O)N)F